BrC=1N=C(N2C1C(=NC=C2C2=CCC(CC2)NCCOC)N)C(C)C 1-Bromo-3-isopropyl-5-(4-((2-methoxyethyl)amino)cyclohex-1-en-1-yl)imidazo[1,5-a]pyrazin-8-amine